NCCNC=1C=NC2=CC=C(C=C2N1)C(=O)C=1C(=C(C=CC1F)NC(C1=CC(=CC=C1)F)=O)F N-(3-(3-((2-aminoethyl)amino)quinoxaline-6-carbonyl)-2,4-difluorophenyl)-3-fluorobenzamide